7'-((1R,3R)-3-hydroxycycloheptyl)spiro[cyclopropane-1,5'-pyrrolo[2,3-d]pyrimidin]-6'(7'H)-one O[C@H]1C[C@@H](CCCC1)N1C(C2(C3=C1N=CN=C3)CC2)=O